NC1=C2C(=NC=N1)N(N=C2C2=CC=C(C=C2)CNC(C2=C(C=CC(=C2)F)OC)=O)CC2C(CC2)N(C(=O)N2N=CN=C2)C N-(2-((4-amino-3-(4-((5-fluoro-2-methoxybenzamido)methyl)phenyl)-1H-pyrazolo[3,4-d]pyrimidin-1-yl)methyl)cyclobutyl)-N-methyl-1H-1,2,4-triazole-1-carboxamide